CN(CCN1N=C(C(=C1)[N+](=O)[O-])C)C N,N-dimethyl-2-(3-methyl-4-nitro-1H-pyrazol-1-yl)ethanamine